4-(3-methylbutyryl)benzoic acid ethyl ester C(C)OC(C1=CC=C(C=C1)C(CC(C)C)=O)=O